(1S)-1-(2,4-dichlorophenyl)ethanol ClC1=C(C=CC(=C1)Cl)[C@H](C)O